(2S,4R)-1-(2-(4-amino-6-methyl-9H-pyrimido[4,5-b]indol-9-yl)acetyl)-N-(6-bromopyridin-2-yl)-4-fluoropyrrolidine-2-carboxamide NC1=NC=NC=2N(C3=CC=C(C=C3C21)C)CC(=O)N2[C@@H](C[C@H](C2)F)C(=O)NC2=NC(=CC=C2)Br